OC(C#CC=1C=CC2=C(N(C([C@@H](CC2)NC(C2=NC=CC(=C2)OC2=CC=CC=C2)=O)=O)C([2H])([2H])[2H])C1)(C)C |r| (±)-N-(8-(3-Hydroxy-3-methylbut-1-yn-1-yl)-1-(methyl-d3)-2-oxo-2,3,4,5-tetrahydro-1H-benzo[b]azepin-3-yl)-4-phenoxypicolinamide